FC(C=1C=CC(=NC1)OC1=CC=C(O[C@@H](C(=O)OCCCC)C)C=C1)(F)F butyl (2R)-2-(4-{[5-(trifluoromethyl)pyridin-2-yl]oxy}phenoxy)propanoate